ClS(=O)(=O)C1=CC=CC(=N1)NC(OC(C)(C)C)=O tert-butyl (6-(chlorosulfonyl)pyridin-2-yl)carbamate